(3S)-2-(2-(3-acetyl-5-(2-methylpyrimidin-5-yl)-1H-indazol-1-yl)acetyl)-5-(aminomethyl)-N-(6-bromo-3-methylpyridin-2-yl)-2-azabicyclo[3.1.0]hexane-3-carboxamide C(C)(=O)C1=NN(C2=CC=C(C=C12)C=1C=NC(=NC1)C)CC(=O)N1C2CC2(C[C@H]1C(=O)NC1=NC(=CC=C1C)Br)CN